C(#N)C1=CC=C(C=C1)C=1N(C2SC3=C(N2C1)C=CC=C3)CCCN(CC)CC 2-(4-cyanophenyl)-N-(3-(diethylamino)propyl)benzo[d]imidazo[2,1-b]thiazole